FC1=C(N=CC=2C(N3C(COC21)CNCC3)=O)Cl 4-fluoro-3-chloro-6,6a,7,8,9,10-hexahydro-12H-pyrazino[2,1-c]pyrido[3,4-f][1,4]oxazepin-12-one